C1(CC1)NC(=O)C1=NC=C(C=C1F)O[C@@H]1[C@H](N(C1)CC=1C=NC=2C=C(C(NC2C1)=O)CC)C N-cyclopropyl-5-{[(2R,3S)-1-[(7-ethyl-6-oxo-5H-1,5-naphthyridin-3-yl)methyl]-2-methylazetidin-3-yl]oxy}-3-fluoropyridine-2-carboxamide